(R)-N-(7-(2-chloro-5-fluorophenyl)-3-(methyl-d3)-2,9-dioxo-2,3,4,7,8,9-hexahydro-1H-pyrrolo[3,4-H]quinazolin-6-yl)-3-fluoro-5-(trifluoromethyl)benzamide ClC1=C(C=C(C=C1)F)[C@@H]1NC(C=2C1=C(C=C1CN(C(NC21)=O)C([2H])([2H])[2H])NC(C2=CC(=CC(=C2)C(F)(F)F)F)=O)=O